N-[(6-Amino-2-pyridyl)sulfonyl]-6-(4-fluoro-2-methylphenyl)-2-(2,2,4-trimethylpyrrolidin-1-yl)pyridin-3-carboxamid NC1=CC=CC(=N1)S(=O)(=O)NC(=O)C=1C(=NC(=CC1)C1=C(C=C(C=C1)F)C)N1C(CC(C1)C)(C)C